(6S,7aR)-2-cyclobutylidene-6-fluorotetrahydro-1H-pyrrolizine C1(CCC1)=C1C[C@@H]2C[C@@H](CN2C1)F